1-(5-(((tert-Butyldimethylsilyl)oxy)methyl)-3-(5-fluoropyridin-2-yl)-1H-pyrazol-1-yl)butan-2-one [Si](C)(C)(C(C)(C)C)OCC1=CC(=NN1CC(CC)=O)C1=NC=C(C=C1)F